[Li].FC(F)(F)S=N trifluoromethyl-sulfimide lithium salt